C1(CCCC1)N1N=C(C2=CC=C(C=C12)COC1=CC=C(C=C1)C(CC(=O)O)C)C1=CC=C(C=C1)O 3-(4-((1-cyclopentyl-3-(4-hydroxyphenyl)-1H-indazol-6-yl)methoxy)phenyl)butanoic acid